1-(10-methacryloxydecyl)-1,1,4,4,4-pentachloro-1,4-disilabutane C(C(=C)C)(=O)OCCCCCCCCCC[Si](CC[Si](Cl)(Cl)Cl)(Cl)Cl